COC=1C=C(C=CC1OC)C=1NC2=CC=C(C=C2C1C(C)C)C=1OC(=NN1)C1CCNCC1 2-(3,4-dimethoxyphenyl)-5-[5-(piperidin-4-yl)-1,3,4-oxadiazol-2-yl]-3-(propan-2-yl)-1H-indole